C(C)(C)(C)OC(=O)N1[C@@H](CN([C@H](C1)C)C1=NC=CC2=C1C(=CN2S(=O)(=O)C2=CC=C(C)C=C2)C=O)C (2R,5S)-4-(3-formyl-1-tosyl-1H-pyrrolo[3,2-c]pyridin-4-yl)-2,5-dimethylpiperazine-1-carboxylic acid tert-butyl ester